C1(CCC1)CC1(CCC2(OCCO2)CC1)CO (8-(Cyclobutylmethyl)-1,4-dioxaspiro[4.5]decan-8-yl)methanol